1-(2-amino-6-(3-fluoro-2-methylphenyl)imidazo[1,2-a]pyridin-3-yl)-2,2-dimethylpropan-1-one NC=1N=C2N(C=C(C=C2)C2=C(C(=CC=C2)F)C)C1C(C(C)(C)C)=O